(2-bromo-4-fluorophenyl)methanamine hydrochloride Cl.BrC1=C(C=CC(=C1)F)CN